5-Bromo-2-methylthiazole-4-carbaldehyde BrC1=C(N=C(S1)C)C=O